1,5-bis({6-[bis(2-hydroxydodecyl)amino]hexyl}) 3-hydroxy-3-methylpentanedioate OC(CC(=O)OCCCCCCN(CC(CCCCCCCCCC)O)CC(CCCCCCCCCC)O)(CC(=O)OCCCCCCN(CC(CCCCCCCCCC)O)CC(CCCCCCCCCC)O)C